(7-(2-(4-(6-fluorobenzo[b]thiophen-4-yl)piperazin-1-yl)ethyl)-2-oxoquinolin-1(2H)-yl)methyl methyl carbonate C(OCN1C(C=CC2=CC=C(C=C12)CCN1CCN(CC1)C1=CC(=CC=2SC=CC21)F)=O)(OC)=O